acetyl Methoxy oxide COOC(C)=O